C=C1CCC(CC1)OCC1=CC=CC=C1 (4-methylenecyclohexoxy)methylbenzene